C(C)(C)(C)C1=C(C(=CC(=C1)C(C(F)(F)F)C1=C(C=CC=C1)C)C(C)(C)C)O 2,6-di-tert-butyl-4-(2,2,2-trifluoro-1-(o-tolyl)ethyl)phenol